C(C)C1=NN(C2=C1C(NCC1(CCOCC1)C2)=O)CC(COC(C2=CC(=CC(=C2)F)F)=O)(C)C 3,5-Difluorobenzoic acid [3-(3-ethyl-4-oxo-spiro[6,8-dihydro-5H-pyrazolo[4,3-c]azepin-7,4'-tetrahydropyran]-1-yl)-2,2-dimethyl-propyl] ester